O=C1N(CC[C@@H]1C1=CC=CC=C1)C=1C=C(C=C(C1)C(F)(F)F)NC(=O)[N-]C1=C[N+](=NO1)CC1CCC(CC1)NC(C(F)(F)F)=O ((3-((R)-2-Oxo-3-phenylpyrrolidin-1-yl)-5-(trifluoromethyl)phenyl)carbamoyl)(3-(((1R,4R)-4-(2,2,2-trifluoroacetamido)cyclohexyl)methyl)-1,2,3-oxadiazol-3-ium-5-yl)amide